C(C=C)(=O)N1[C@H](CN(CC1)C=1C2=C(N=C(N1)OC[C@H]1N(CCC1)C)CC(OC2)C2=CC=CC1=CC=CC(=C21)Cl)CC#N 2-((2S)-1-acryloyl-4-(7-(8-chloronaphthalen-1-yl)-2-(((S)-1-methylpyrrolidin-2-yl)methoxy)-7,8-dihydro-5H-pyrano[4,3-d]pyrimidin-4-yl)piperazin-2-yl)acetonitrile